Tert-Butyl N-[2-[2-[2-(2-prop-2-ynoxyethoxy)ethoxy]ethoxy]ethyl]carbamate C(C#C)OCCOCCOCCOCCNC(OC(C)(C)C)=O